4-((3-(4-(difluoromethoxy)phenyl)imidazo[1,2-a]pyrazin-8-yl)amino)-2-methyl-N-(2-(2-(methylamino)ethoxy)ethyl)benzamide (E,E)-8,10-Dodecadienyl-acetate C(CCCCCC\C=C\C=C\C)CC(=O)O.FC(OC1=CC=C(C=C1)C1=CN=C2N1C=CN=C2NC2=CC(=C(C(=O)NCCOCCNC)C=C2)C)F